(1S,2S,3S,4R)-3-isopropylbicyclo[2.2.1]heptan-2-amine hydrochloride Cl.C(C)(C)[C@@H]1[C@H]([C@H]2CC[C@@H]1C2)N